tert-butyl 4-(2-amino-3-methoxyphenyl)-2-methyl-3-oxopiperazine-1-carboxylate NC1=C(C=CC=C1OC)N1C(C(N(CC1)C(=O)OC(C)(C)C)C)=O